FC1=C(C=C(OC2=CC=C(C=C2)C2=CC=CN3C2=NS(CC3)(=O)=O)C=C1)OC 9-[4-(4-fluoro-3-methoxyphenoxy)phenyl]-3,4-dihydropyrido[2,1-c][1,2,4]thiadiazine 2,2-dioxide